C(C)(=O)N1[C@H]([C@H](CCC1)NS(=O)(=O)C)CO[C@@H]1CC[C@@H](CC1)C1=CC(=CC=C1)OC(F)(F)F N-(cis-1-acetyl-2-(((cis-4-(3-(trifluoromethoxy)phenyl)cyclohexyl)oxy)methyl)piperidin-3-yl)methanesulfonamide